[4-[(2S,4R)-4-hydroxypyrrolidine-2-carbonyl]piperazin-1-yl]-[2-methyl-4-[[3-[3-(trifluoromethyl)-1H-pyrazol-4-yl]imidazo[1,2-a]pyrazin-8-yl]amino]phenyl]methanone O[C@@H]1C[C@H](NC1)C(=O)N1CCN(CC1)C(=O)C1=C(C=C(C=C1)NC=1C=2N(C=CN1)C(=CN2)C=2C(=NNC2)C(F)(F)F)C